ethyl (S)-4-(3-bromophenyl)-2-(tert-butylsulfinyl)-2,3-dihydro-1H-pyrrolo[3,4-c]pyridine-6-carboxylate BrC=1C=C(C=CC1)C1=NC(=CC2=C1CN(C2)[S@@](=O)C(C)(C)C)C(=O)OCC